BrC1=C(N(C2=CC(=C(C=C2C1=C=O)F)NC(OC(C)(C)C)=O)C)C Tert-butyl (3-bromo-6-fluoro-1,2-dimethyl-4-carbonyl-1,4-dihydroquinolin-7-yl)carbamate